acetic acid (2-tert-butylcyclohexyl) ester (o-tert-butylcyclohexyl acetate) C(C)(C)(C)C1C(CCCC1)CC(=O)O.C(C)(C)(C)C1C(CCCC1)OC(C)=O